1-(adamantan-1-yl)ethanamine hydrochloride Cl.C12(CC3CC(CC(C1)C3)C2)C(C)N